C(C)(C)(C)OC(NN1C(=NC(=C1)Br)C(C(C)OC)=O)=O (4-bromo-2-(2-methoxypropionyl)-1H-imidazol-1-yl)carbamic acid tert-butyl ester